N1(CCCCC1)CCCOC=1C=C2C=CN(C2=CC1)S(=O)(=O)C1=CC=C(C=C1)/C=C/C(=O)[O-] E-3-(4-((5-(3-(Piperidin-1-yl)propoxy)-1H-indol-1-yl)sulfonyl)phenyl)acrylate